CN1N=C(C=C1)C(O)C=1C=NC=CC1 1-methyl-1H-pyrazol-3-ylpyridin-3-ylmethanol